1-[3-(diethylethoxysilyl)phenyl]-1-(4'-dimethylsilylphenyl)ethylene C(C)[Si](C=1C=C(C=CC1)C(=C)C1=CC=C(C=C1)[SiH](C)C)(OCC)CC